CC1OC2=CC(=CC=C2C2=C1C=C(C=C2)O[Si](C)(C)C(C)(C)C)O[Si](C)(C)C(C)(C)C ((6-methyl-6H-benzo[c]chromene-3,8-diyl)bis(oxy))bis(t-butyldimethylsilane)